N-{4-[(1R)-1-(1H-tetrazol-5-yl)ethyl]phenyl}-1,3-thiazol-2-amine N1N=NN=C1[C@H](C)C1=CC=C(C=C1)NC=1SC=CN1